10,10'-((3-((2-(METHYLAMINO)-3,4-DIOXOCYCLOBUT-1-EN-1-YL)AMINO)PROPYL)AZANEDIYL)BIS(N,N-DIDECYLDECANAMIDE) CNC1=C(C(C1=O)=O)NCCCN(CCCCCCCCCC(=O)N(CCCCCCCCCC)CCCCCCCCCC)CCCCCCCCCC(=O)N(CCCCCCCCCC)CCCCCCCCCC